tert-butyl 3-{[{(1R)-1-[1-benzyl-4-(2,5-difluorophenyl)-1H-pyrrol-2-yl]-2,2-dimethylpropyl} (chloroacetyl)amino]methyl}pyrrolidine-1-carboxylate C(C1=CC=CC=C1)N1C(=CC(=C1)C1=C(C=CC(=C1)F)F)[C@@H](C(C)(C)C)N(C(CCl)=O)CC1CN(CC1)C(=O)OC(C)(C)C